C(CCCCCCC\C=C/CCCCCCCC)(=O)CC(C)(N)N Oleoyldiaminopropane